NC1(CC(=C(C=C1)[N+](=O)[O-])C(F)(F)F)N 1-amino-3-(trifluoromethyl)-4-nitrobenzenamine